BrC=1C=C2C(=C(N=NC2=CC1)[N+](=O)[O-])NC1CCOCC1 6-bromo-3-nitro-N-(tetrahydro-2H-pyran-4-yl)cinnolin-4-amine